3,4,5-trihydroxy-6-(hydroxymethyl)oxan-2-yl 5-[(3Z)-5-hydroxy-3-(hydroxymethyl)pent-3-en-1-yl]-5,6,8a-trimethyl-3,4,4a,5,6,7,8,8a-octahydronaphthalene-1-carboxylate OC\C=C(\CCC1(C2CCC=C(C2(CCC1C)C)C(=O)OC1OC(C(C(C1O)O)O)CO)C)/CO